OC(CNC(=O)C1=CC=C(CC=2C=C3C(N(C=NC3=C(C2C)C)[C@H]2CCOC[C@@H]2O)=O)C=C1)(C)C 1,5-anhydro-2,3-dideoxy-3-(6-(4-((2-hydroxy-2-methylpropyl)carbamoyl)benzyl)-7,8-dimethyl-4-oxoquinazolin-3(4H)-yl)-L-threo-pentitol